C(C)(C)(C)C1=CC(=NN1C)NC(C1=CC(=C(C=C1)C)[C@H]1CN(CC1)C=1C2=C(N=CN1)C=CS2)=O (S)-N-(5-(tert-butyl)-1-methyl-1H-pyrazol-3-yl)-4-methyl-3-(1-(thieno[3,2-d]pyrimidin-4-yl)pyrrolidin-3-yl)benzamide